C(C1=CC=CC=C1)NC(C(=O)N[C@@H]1C(N(C2=C(OC1)C=CC(=C2)Br)C)=O)=O (S)-N1-benzyl-N2-(7-bromo-5-methyl-4-oxo-2,3,4,5-tetrahydrobenzo[b][1,4]oxazepin-3-yl)oxalamide